methyl 4-(benzyloxy)-2-bromo-3,5,6-trimethylbenzoate C(C1=CC=CC=C1)OC1=C(C(=C(C(=O)OC)C(=C1C)C)Br)C